C(C1=CC=CC=C1)OC1=CC=C2C(=N1)C=CN2C[C@@H](C)N (R)-1-(5-(benzyloxy)-1H-pyrrolo[3,2-b]pyridin-1-yl)propan-2-amine